pentaerythritol tetrakis-(3-dodecylthiopropionate) C(CCCCCCCCCCC)CCC(=S)OCC(COC(CCCCCCCCCCCCCC)=S)(COC(CCCCCCCCCCCCCC)=S)COC(CCCCCCCCCCCCCC)=S